COC(=O)C=1C(=NC=CC1)C1=CC(=CC=C1)N (3-aminophenyl)pyridine-3-carboxylic acid methyl ester